4-cyano-3-[(4-cyano-2-methylbenzoyl)amino]-N-[2,6-dichloro-4-[1,2,2,3,3,3-hexafluoro-1-(trifluoromethyl)propyl]phenyl]-2-fluorobenzamide C(#N)C1=C(C(=C(C(=O)NC2=C(C=C(C=C2Cl)C(C(C(F)(F)F)(F)F)(C(F)(F)F)F)Cl)C=C1)F)NC(C1=C(C=C(C=C1)C#N)C)=O